N1=C(C=CC=C1)CN1CCN(CCN(CCN(CC1)CC1=NC=CC=C1)CC(=O)O)CC(=O)O 2,2'-(7,10-bis(pyridin-2-ylmethyl)-1,4,7,10-tetraazacyclododecane-1,4-diyl)diacetic acid